FC1=C(C=C(C=C1)NC(=O)C=1C(=C(N(C1C)C)C(C(=O)NC1(CCNCC1)CC(=O)O)=O)C)C 2-(4-(2-(4-((4-fluoro-3-methylphenyl)carbamoyl)-1,3,5-trimethyl-1H-pyrrol-2-yl)-2-oxoacetamido)piperidin-4-yl)acetic acid